ClC=1C=C(C=C(C1OC1=CC=C2C(=N1)C(=CN2)C(C)C)Cl)N2N=C(C(NC2=O)=O)C#N 2-[3,5-dichloro-4-([3-isopropyl-1H-pyrrolo[3,2-b]pyridin-5-yl]oxy)phenyl]-3,5-dioxo-4H-1,2,4-triazine-6-carbonitrile